2-(2,6-dioxapyridin-3-yl)isoindoline N1OC(C=CO1)N1CC2=CC=CC=C2C1